((2-methyl-5-nitrophenyl)sulfonyl)cycloheptane CC1=C(C=C(C=C1)[N+](=O)[O-])S(=O)(=O)C1CCCCCC1